t-butylhexyne C(C)(C)(C)C#CCCCC